C(CCCCCCCCCCCCCCC)(=O)OC(CCCCC)CC ethylhexyl palmitat